N12CCCCCC2NCCC1 1,8-diazabicyclo(5.4.0)-undecane